NC=1C=C(C=CC1N(C)C)NC1=NC=2N(C(=N1)C1=CSC3=C1C=CC=C3)N=CC2 2-(3-amino-4-dimethylaminophenylamino)-4-(benzothien-3-yl)pyrazolo[1,5-a][1,3,5]Triazine